N1(C=NC=C1)C1=CC=C(C=C1)N(CCCCCC(=O)O)C1=C(C=CC(=C1)C=1C(=NOC1C)C)C 2-(4-((4-(1H-Imidazol-1-yl)phenyl)(5-(3,5-dimethylisoxazol-4-yl)-2-methylphenyl)amino)butyl)acetic acid